CC1=CC=C(C(=O)OC2=CC(=CC(=C2)\C=N/C(CC2=CC=C(C=C2)O)C(CO)=O)Cl)C=C1 (Z)-3-chloro-5-((4-hydroxy-1-(4-hydroxyphenyl)-3-oxobutan-2-ylimino)meth-yl)phenyl 4-methylbenzoate